C1(CCC1)N(CC(=O)NC=1N=CC2=CC=C(C=C2C1)C1=CN=CN1C)C 2-(cyclobutyl-(methyl)amino)-N-(6-(1-methyl-1H-imidazol-5-yl)isoquinolin-3-yl)acetamide